tert-Butyl 4-((3-bromophenoxy)methyl)piperidine-1-carboxylate BrC=1C=C(OCC2CCN(CC2)C(=O)OC(C)(C)C)C=CC1